O=C1NC(CCC1N1C(C2=CC=C(C=C2C1=O)CN1CCC(CC1)C1=COC=C1)=O)=O 2-(2,6-dioxopiperidin-3-yl)-5-((4-(furan-3-yl)piperidin-1-yl)methyl)isoindoline-1,3-dione